C(C)(C)(C)OC(=O)N1CC2=C(C[C@H]1C(=O)OCC1=CC=CC=C1)N=CN2 (S)-3,4,6,7-tetrahydro-5H-imidazo[4,5-c]pyridine-5,6-dicarboxylic acid 6-benzyl ester 5-(tert-butyl) ester